BrC=1C(=C(C=CC1)N1N=C(C=C1C(F)(F)F)C=1OC=CC1)F 1-(3-bromo-2-fluorophenyl)-3-(furan-2-yl)-5-(trifluoromethyl)-1H-pyrazole